4-(3-(4-ethoxy-3-(1-methyl-7-oxo-3-propyl-6,7-dihydro-1H-pyrazolo[4,3-d]pyrimidin-5-yl)phenoxy)-2-ethyl-5-oxopyrrolidin-1-yl)-2-(trifluoromethyl)benzonitrile C(C)OC1=C(C=C(OC2C(N(C(C2)=O)C2=CC(=C(C#N)C=C2)C(F)(F)F)CC)C=C1)C=1NC(C2=C(N1)C(=NN2C)CCC)=O